FC(OC[C@@H](C1=CC(=CC=C1)OC(F)F)NC(C[C@@H](O)C1CC(C1)(C)C)=O)F (R)-N-((R)-2-(Difluoromethoxy)-1-(3-(difluoromethoxy)phenyl)ethyl)-3-(3,3-dimethylcyclobutyl)-3-hydroxypropanamid